O=C1N(CCN1C1=CC(=CC=C1)OC)C=1C=C(C=CC1)C[C@H](C(=O)O)[C@@H]1CNCC1 (2S)-3-[3-[2-Oxo-3-[3-(methoxy)phenyl]imidazolidin-1-yl]phenyl]-2-[(3R)-pyrrolidin-3-yl]propanoic acid